C(C)(=O)OC1=C(C=CC2=CC3=CC=CC=C3C=C12)Br bromoanthracenyl acetate